CC=1C=CC2=C(C=3N(C4=C(C5=C(N=C24)N=CC=N5)C)N=C(C3)C3=CC=CC=C3)C1 5,13-dimethyl-2-phenylbenzo[c]pyrazino[2,3-g]pyrazolo[1,5-a][1,5]naphthyridine